FC=1C=C(NC2=CC=C(C(=N2)C(=O)NCC2(CC2)C(F)(F)F)OC)C=C(C1)F 6-(3,5-difluoroanilino)-3-methoxy-N-[[1-(trifluoromethyl)cyclopropyl]methyl]pyridine-2-carboxamide